N-(3-ethyl-6-methoxybenzo[d]isoxazol-5-yl)-4-(trifluoromethoxy)benzenesulfonamide C(C)C1=NOC2=C1C=C(C(=C2)OC)NS(=O)(=O)C2=CC=C(C=C2)OC(F)(F)F